N-((1S)-1-(3,3-difluorocyclohexyl)-2,2,2-trifluoroethyl)-2-methylpropane-2-sulfinamide FC1(CC(CCC1)[C@@H](C(F)(F)F)NS(=O)C(C)(C)C)F